ClC1=CC(=C(S1)C1=CC=C(C(=N1)C)O[C@@H]1C[C@H](CCC1)C(=O)OC)CNC(=O)O[C@H](C)C1=CC=CC=C1 methyl (1S,3S)-3-((6-(5-chloro-3-(((((R)-1-phenylethoxy)carbonyl)amino)methyl)thiophen-2-yl)-2-methylpyridin-3-yl)oxy)cyclohexane-1-carboxylate